C1(CC1)C1=NNC(=N1)C1CC2(CN(C2)C(=O)N2CC3(C2)CC(C3)CC3=NN(N=C3C(F)(F)F)C)C1 [6-(3-cyclopropyl-1H-1,2,4-triazol-5-yl)-2-azaspiro[3.3]heptan-2-yl]-[6-[[2-methyl-5-(trifluoromethyl)triazol-4-yl]methyl]-2-azaspiro[3.3]heptan-2-yl]methanone